(R)-N-(2-(4,4-Difluoropiperidin-1-yl)-6-methylpyrimidin-4-yl)-4-(N-(1-hydroxypropan-2-yl)sulfamoyl)-2-(6-azaspiro[2.5]octan-6-yl)benzamide FC1(CCN(CC1)C1=NC(=CC(=N1)NC(C1=C(C=C(C=C1)S(N[C@@H](CO)C)(=O)=O)N1CCC2(CC2)CC1)=O)C)F